ClC=1C2=C(N=C(N1)SC)N(C(=C2)C=O)CC2=CC=C(C=C2)OC chloro-7-(4-methoxybenzyl)-2-(methylthio)-7H-pyrrolo[2,3-d]pyrimidine-6-carbaldehyde